FC(CC1=CC=CC=N1)(F)F 6-trifluoroethylpyridine